6-(N-phenethyl-N-(2-(piperazin-1-yl)phenyl)sulfamoyl)benzofuran-2-carboxylic acid ethyl ester C(C)OC(=O)C=1OC2=C(C1)C=CC(=C2)S(N(C2=C(C=CC=C2)N2CCNCC2)CCC2=CC=CC=C2)(=O)=O